FC=1C=C(C=C(C1F)F)C1(CC(=NO1)C1=CC(=C(C(=O)O)C=C1)C)C(F)(F)F 4-(5-(3,4,5-trifluorophenyl)-5-(trifluoromethyl)-4,5-dihydroisoxazol-3-yl)-2-methylbenzoic acid